4-((1R,3S)-3-hydroxycyclohexylamino)-2-((R)-5,6,7,8-tetrahydroquinolin-7-ylamino)pyrimidine-5-carboxamide O[C@@H]1C[C@@H](CCC1)NC1=NC(=NC=C1C(=O)N)N[C@@H]1CCC=2C=CC=NC2C1